C(C)(C)(C)OC(=O)N1CCC(C2=CC=CC(=C12)F)=O 8-fluoro-4-oxo-2,3-dihydroquinoline-1-carboxylic acid tert-butyl ester